ClC=1C=C(CC=2C=C(C(=NC2)NC(=O)C2=NN(C(CC2)=O)C)F)C=CC1 N-(5-(3-chlorobenzyl)-3-fluoropyridin-2-yl)-1-methyl-6-oxo-1,4,5,6-tetrahydropyridazine-3-carboxamide